phosphate-cyclotriphosphazene N1=PN=PN=P1.P(=O)(O)(O)O